2-chloro-N-(1-cyclobutylpiperidin-4-yl)-4-(((1r,4r)-4-hydroxycyclohexyl)amino)pyrimidine-5-carboxamide ClC1=NC=C(C(=N1)NC1CCC(CC1)O)C(=O)NC1CCN(CC1)C1CCC1